C(=O)OC(C1CCCCC1)N1N=C(C(=C1)N)C(F)F 3-difluoromethyl-4-amino-1H-pyrazol-1-yl-cyclohexylmethyl formate